FC=1C=C(C(=O)NC=2C=C3C(=CNC3=CC2)C#N)C=CN1 2-fluoro-N-(3-cyano-1H-indol-5-yl)isonicotinamide